C(CCC)C1=CC=C(C=C2OC(C3=CC=CC=C23)=O)C=C1 3-(4-butylbenzylidene)isobenzofuran-1(3H)-one